4-(azidomethyl)-3-fluorobenzoic acid methyl ester COC(C1=CC(=C(C=C1)CN=[N+]=[N-])F)=O